C(C)N1N=C(N=C1[C@@H]1CC[C@H](CC1)N1CCC2(CS(C2)(=O)=O)CC1)C=1C=NC(=CC1)C(F)(F)F (trans)-7-(4-(1-ethyl-3-(6-(trifluoromethyl)pyridin-3-yl)-1H-1,2,4-triazol-5-yl)cyclohexyl)-2-thia-7-azaspiro[3.5]nonane 2,2-dioxide